CN1C(=NC=2C1=NC(=CC2N2CCOCC2)N2N=C(C=C2)C=2C=C(C=CC2)C)C(=O)OC methyl 3-methyl-7-morpholino-5-(3-(m-tolyl)-1H-pyrazol-1-yl)-3H-imidazo[4,5-b]pyridine-2-carboxylate